ClC=1C=C(CNC2=NC(=NC3=CC=C(C=C23)C=2C(=NOC2C)C)C=2CCN(CC2)S(=O)(=O)C)C=CC1 N-(3-chlorobenzyl)-6-(3,5-dimethylisoxazol-4-yl)-2-(1-(methylsulfonyl)-1,2,3,6-tetrahydropyridin-4-yl)quinazolin-4-amine